5-bromo-2-((tert-butoxycarbonyl)amino)thiophene-3-carboxylic acid BrC1=CC(=C(S1)NC(=O)OC(C)(C)C)C(=O)O